trans-4-((3-(2-Cyclopropyloxazol-4-yl)phenyl)((trans-4-(6-(dimethylamino)pyridine-3-yl)cyclohexyl)methyl)carbamoyl)-cyclohexyl methylcarbamate CNC(O[C@@H]1CC[C@H](CC1)C(N(C[C@@H]1CC[C@H](CC1)C=1C=NC(=CC1)N(C)C)C1=CC(=CC=C1)C=1N=C(OC1)C1CC1)=O)=O